ClC(C(S(=O)(=O)O)Cl)S(=O)(=O)O 1,2-dichloroethane-1,2-disulfonic Acid